C(=O)O.N12C[C@@H](C(CC1)CC2)NC(=O)C=2C1=C(N3CCCC23)C=CC=C1 N-[(3R)-1-azabicyclo[2.2.2]octan-3-yl]-1H,2H,3H-benzo[b]pyrrolizine-9-carboxamide formate